O=S1(CCN(CC1)C1=CC=C(C=C1)N1CC2(C(C1)(CN(C2)C(=O)OC(C)(C)C)C)C)=O tert-Butyl 5-(4-(1,1-dioxidothiomorpholino)phenyl)-3a,6a-dimethylhexahydro-pyrrolo[3,4-c]pyrrole-2(1H)-carboxylate